CC1=NC(=CC(=N1)N1CC2(CC1=O)CCN(CC2)C2=CN=C1C(=N2)N(N=C1)C1COC1)C(F)(F)F 2-[2-methyl-6-(trifluoromethyl)pyrimidin-4-yl]-8-[1-(oxetan-3-yl)-1H-pyrazolo[3,4-b]pyrazin-6-yl]-2,8-diazaspiro[4.5]decan-3-one